C(C)OC1=NC2=C(C=CC=C2C=C1)C=1C=CC(=NC1CC)N 5-(2-ethoxyquinolin-8-yl)-6-ethylpyridin-2-amine